C[SiH](C)[Se][SiH](C)C bis(dimethylsilyl)selenide